Cl.N[C@@H](C(=O)N1[C@@H](CC1)C(=O)NCC1=CC2=C(C(=NO2)N)C=C1)C1CCCCC1 (S)-1-((R)-2-amino-2-cyclohexylacetyl)-N-((3-aminobenzo[d]isoxazol-6-yl)methyl)azetidine-2-carboxamide hydrochloride